7-chloro-1-{3-[(2-methoxyethyl)(methyl)amino]-1,2,4-thiadiazol-5-yl}-5-methyl-4-oxo-1,4-dihydro-1,8-naphthyridine-3-carboxylic acid ethyl ester C(C)OC(=O)C1=CN(C2=NC(=CC(=C2C1=O)C)Cl)C1=NC(=NS1)N(C)CCOC